(3R)-1-methylpyrrolidin-3-yl 1-{[(6-{[6-(5-chloro-2-fluorophenyl)-3-(hydroxymethyl)pyridazin-4-yl]amino}pyrimidin-4-yl)carbamoyl]methyl}piperidine-4-carboxylate ClC=1C=CC(=C(C1)C1=CC(=C(N=N1)CO)NC1=CC(=NC=N1)NC(=O)CN1CCC(CC1)C(=O)O[C@H]1CN(CC1)C)F